CN(C#N)CCCNC(=O)C1=CC2=CC=CC(=C2C=C1)OC1=CC=C(C=C1)C(F)(F)F N-(3-(N-methylcyanamido)propyl)-5-(4-(trifluoromethyl)phenoxy)-2-naphthamide